tert-butyl (2-(difluoromethyl)-3-fluoro-4-(6-(1-methyl-1H-pyrazol-4-yl)pyrrolo[2,1-f][1,2,4]triazin-4-yl)benzyl)carbamate FC(C1=C(CNC(OC(C)(C)C)=O)C=CC(=C1F)C1=NC=NN2C1=CC(=C2)C=2C=NN(C2)C)F